2-(N-(hydroxymethyl)-N-methylamino)acetic acid OCN(C)CC(=O)O